2-((tert-butyldimethylsilyl)oxy)-1-(4-(methylsulfonyl)phenyl)ethanone [Si](C)(C)(C(C)(C)C)OCC(=O)C1=CC=C(C=C1)S(=O)(=O)C